(R)-1-((2-(3'-(3-(azetidin-1-ylmethyl)-1,7-naphthyridin-8-ylamino)-2,2'-dimethylbiphenyl-3-yl)-7-cyanobenzo[d]oxazol-5-yl)methyl)pyrrolidine-3-carboxylic acid N1(CCC1)CC=1C=NC2=C(N=CC=C2C1)NC=1C(=C(C=CC1)C1=C(C(=CC=C1)C=1OC2=C(N1)C=C(C=C2C#N)CN2C[C@@H](CC2)C(=O)O)C)C